1-[(2R,3S,4R,5R)-5-(bromomethyl)-5-{[(tert-butyldimethylsilyl)oxy]methyl}-3-fluoro-4-[(4-methoxyphenyl)diphenylmethoxy]oxolan-2-yl]-5-fluoro-3H-pyrimidine-2,4-dione BrC[C@]1([C@H]([C@@H]([C@@H](O1)N1C(NC(C(=C1)F)=O)=O)F)OC(C1=CC=CC=C1)(C1=CC=CC=C1)C1=CC=C(C=C1)OC)CO[Si](C)(C)C(C)(C)C